Methyl 3-(3-acetoxypropyl)-6-fluoro-7-(2-(hydroxymethyl)-4,5,6,7-tetrahydropyrazolo[1,5-a]pyridin-3-yl)-1-methyl-1H-indole-2-carboxylate C(C)(=O)OCCCC1=C(N(C2=C(C(=CC=C12)F)C=1C(=NN2C1CCCC2)CO)C)C(=O)OC